NC=1C=C(C=CC1)N(S(=O)(=O)C1=CC=C(C=C1)NC(NCC=1C=NC=CC1)=O)S(=O)(=O)C 3-{4-[(3-aminophenyl)(methanesulfonyl)sulfamoyl]phenyl}-1-(pyridin-3-ylmethyl)urea